FC=1C=C(C=CC1)NC(=O)NC1=CC(=CC=C1)C(=O)C=1C=C2N=C(C=NC2=CC1)N1CCNCC1 1-(3-fluorophenyl)-3-(3-(3-(piperazin-1-yl)quinoxaline-6-carbonyl)phenyl)urea